(e)-2-(2-Methoxy-4-(3-oxo-3-phenylprop-1-en-1-yl)phenoxy)acetic acid COC1=C(OCC(=O)O)C=CC(=C1)\C=C\C(C1=CC=CC=C1)=O